3-(sec-butyl)-4-(3-hydroxy-1H-pyrazole-5-carbonyl)-1,3,4,5-tetrahydro-2H-benzo[1,4]diazepin-2-one C(C)(CC)C1C(NC2=C(CN1C(=O)C1=CC(=NN1)O)C=CC=C2)=O